N1=NNC2=NC=CC=C21 3H-1,2,3-triazolo[4,5-b]pyridine